COC([C@@H](NC([C@@H](NC(C(=O)NC1=C(C=CC=C1)F)=O)CC(C)C)=O)CCCC(N)C(=O)OC(C)(C)C)=O 6-(tert-butoxycarbonyl)-N2-((2-((2-fluorophenyl)amino)-2-oxoacetyl)-L-leucyl)-L-lysine methyl ester